N-[3-(hexahydro-4-methyl-1H-1,4-diazepin-1-yl)propyl]-2-propenamide CN1CCN(CCC1)CCCNC(C=C)=O